ClC1=C(C=C(N=N1)C=1C=NC=NC1)[C@@H]1[C@H](C1)CF 5-(6-Chloro-5-((1S,2S)-2-(fluoromethyl)cyclopropyl)pyridazin-3-yl)pyrimidine